N-{8-fluoro-2-methyl-4-oxo-3-[(1s,2r)-2-phenylcyclobutyl]-3,4-dihydroquinazolin-5-yl}carbamic acid tert-butyl ester C(C)(C)(C)OC(NC1=C2C(N(C(=NC2=C(C=C1)F)C)[C@@H]1[C@H](CC1)C1=CC=CC=C1)=O)=O